N[C@@H]1CN(CC[C@H]1F)C1=NC2=C(N1CC1=CC(=C(C#N)C=C1)Cl)C=C(C(=C2)F)F 4-((2-((3r,4r)-3-amino-4-fluoro-1-piperidinyl)-5,6-difluoro-1H-benzoimidazol-1-yl)methyl)-2-chlorobenzonitrile